BrC1=C(C=C2C(=NC(=NC2=C1)C)N[C@H](C)C1=C(C(=CC=C1)C(F)(F)F)C)O[C@@H]1COCC1 7-bromo-2-methyl-N-((R)-1-(2-methyl-3-(trifluoromethyl)phenyl)ethyl)-6-(((S)-tetrahydrofuran-3-yl)oxy)quinazolin-4-amine